C[C@H](CCCCCCCCCCCCCCCC/C=C/C(=O)O)O The molecule is an (omega-1)-hydroxy fatty acid that is henicosanoic acid in which a double bond with E configuration has been introduced at the 2-3 position and in which the pro-R hydrogen at position 20 has been replaced by a hydroxy group. It is an (omega-1)-hydroxy fatty acid, a long-chain fatty acid, an alpha,beta-unsaturated monocarboxylic acid and a hydroxy monounsaturated fatty acid.